ClC1=C(N=C(NC1=O)C1=CC(=NC=C1)F)N1C2COCC1CC2 5-chloro-2-(2-fluoro-4-pyridyl)-4-(3-oxa-8-azabicyclo[3.2.1]octan-8-yl)-1H-pyrimidin-6-one